C(C)C(COC(CCCCCC(O)N(CCCC(=O)OCCN1CCN(CC1)CCSSCCCN(CC(CCCCCCC(=O)OCC(CC)CC)O)CC(CCCCCCC(=O)OCC(CC)CC)O)C(CCCCCC(OCC(CC)CC)=O)O)=O)CC Bis(2-ethylbutyl) 9,9'-((3-((2-(4-(2-((4-(bis(7-(2-ethylbutoxy)-hydroxy-7-oxoheptyl)amino)butanoyl)oxy)ethyl)piperazin-1-yl)ethyl)disulfaneyl)propyl)-azanediyl)bis(8-hydroxynonanoate)